(4-butylphenyl)(4-chloro-2,5-dihydroxyphenyl)methanone C(CCC)C1=CC=C(C=C1)C(=O)C1=C(C=C(C(=C1)O)Cl)O